6,12-bis-(1H-indazol-5-yl)-2-{2-[(1S,4S)-5-methyl-2,5-diazabicyclo[2.2.1]heptan-2-yl]ethyl}-9-oxa-2,4,14-triazatricyclo[8.4.0.0^{3,8}]tetradeca-1(10),3(8),4,6,11,13-hexaene N1N=CC2=CC(=CC=C12)C=1C=NC=2N(C=3N=CC(=CC3OC2C1)C=1C=C2C=NNC2=CC1)CCN1[C@@H]2CN([C@H](C1)C2)C